4-(2-Amino-2-methylpropanoyl)-N-(1-{4-[(3-amino-3-methylpiperidin-1-yl)methyl]phenyl}-2-oxo-1,2-dihydropyrimidin-4-yl)piperazine-1-carboxamide hydrochloride salt Cl.NC(C(=O)N1CCN(CC1)C(=O)NC1=NC(N(C=C1)C1=CC=C(C=C1)CN1CC(CCC1)(C)N)=O)(C)C